ClC1=CC(=C(CSC2=CC=NN2C2CCN(CC2)CC2=NC3=C(N2C[C@H]2OCC2)C=C(C=C3)C(=O)O)C=C1)F (S)-2-((4-(5-((4-chloro-2-fluorobenzyl)thio)-1H-pyrazol-1-yl)piperidin-1-yl)methyl)-1-(oxetan-2-ylmethyl)-1H-benzo[d]imidazole-6-carboxylic acid